The molecule is a member of the class of phosphonic acids that is propylphosphonic acid substituted by hydroxy groups at positions 1 and 2 (the 1S,2S-stereoisomer). It is a member of phosphonic acids, a secondary alcohol and a glycol. It is a conjugate acid of a (1S,2S)-1,2-dihydroxypropylphosphonate(1-). C[C@@H]([C@@H](O)P(=O)(O)O)O